C(C1=CC=CC=C1)OC1=CC=C(C=C1)C(C(C)N1CCOCC1)=O (4-benzyloxyphenyl)-2-(morpholin-4-yl)propan-1-one